C(C)(C)(C)C=1C=C(C=C(C1)C(C)(C)C)C1=C2C=C(C(C2=CC=C1)[Zr]C1C(=CC2=C(C=CC=C12)C1=CC(=CC(=C1)C(C)(C)C)C(C)(C)C)C)C bis(4-(3,5-di-tert-butylphenyl)-2-methyl-indenyl)zirconium